BrC1=CC=C(C=C1)/C=C/C(=O)C1=C(C(=C(C=C1)OCOC)OCOC)O (E)-3-(4-bromophenyl)-1-(2-hydroxy-3,4-di(methoxymethoxy)phenyl)prop-2-en-1-one